FC(C=1C(=C(C=CC1)[C@@H](C)NC1=NN=C(C=2C=C3C(=CC12)N(C(N3C)=O)C)C)C)F 5-[[(1R)-1-[3-(difluoromethyl)-2-methyl-phenyl]ethyl]amino]-1,3,8-trimethyl-imidazo[4,5-g]phthalazin-2-one